NC1=CC(=C2C(NC(C2=C1)=O)C1=C(C=CC(=C1)F)Cl)C1C2(OC1)CN(C1=CC=C(C=C12)F)C(=O)N (6-amino-3-(2-chloro-5-fluorophenyl)-1-oxoisoindolin-4-yl)-5-fluoro-spiro[indolin-3,2'-oxetan]-1-carboxamide